N-[(4-cyano-2,6-difluorophenyl)-methyl]acetamid [(3aS,7aS)-3a-(3,4-dimethoxyphenyl)-1-methyl-3,4,5,7a-tetrahydro-2H-indol-6-yl]2-methylprop-2-enoate COC=1C=C(C=CC1OC)[C@@]12CCN([C@H]2C=C(CC1)OC(C(=C)C)=O)C.C(#N)C1=CC(=C(C(=C1)F)CNC(C)=O)F